3-(2-chloro-5-(trifluoromethyl)pyrimidin-4-yl)-4-fluoro-1-methyl-1H-indole ClC1=NC=C(C(=N1)C1=CN(C2=CC=CC(=C12)F)C)C(F)(F)F